FC=1C(=C(C=CC1)C=1C=C2C(=NN1)NC[C@]1(N2C[C@@H](C1)OC=1C=C(C(=NC1C)C#N)C)C)O 5-(((6aS,8R)-2-(3-fluoro-2-hydroxyphenyl)-6a-methyl-5,6,6a,7,8,9-hexahydropyrrolo[1',2':4,5]pyrazino[2,3-c]pyridazin-8-yl)oxy)-3,6-dimethylpicolinonitrile